FC(N1N=C(C=C1)C(C)(C)N(C(OC(C)(C)C)=O)C)F tert-Butyl N-[1-[1-(difluoromethyl)pyrazol-3-yl]-1-methyl-ethyl]-N-methyl-carbamate